C(C(C)C)C1=CC=C(C=C1)C(C(=O)OC)=C methyl 2-(4-isobutylphenyl)-acrylate